Cl.OC=1C=C(C=CC1O)C(CNC(C)C)=O 1-(3,4-dihydroxyphenyl)-2-(isopropylamino)ethan-1-one hydrogen chloride